FC1=C(C(=O)N2CCN(CC2)C2=NC=C(C#N)C=C2)C=C(C=C1)CC1=NNC(C2=CC=C(C=C12)CC(C)(C)C)=O 6-(4-(2-Fluoro-5-((7-neopentyl-4-oxo-3,4-dihydrophthalazin-1-yl)methyl)benzoyl)piperazin-1-yl)nicotinonitrile